gentisic acid Sulfate S(=O)(=O)(O)O.C(C=1C(O)=CC=C(O)C1)(=O)O